Cl.ClC1=CC=2N(C(NC(C2C(=N1)OCCNCC(F)F)=O)=O)C1=CC=CC=C1 7-chloro-5-{2-[(2,2-difluoroethyl)amino]ethoxy}-1-phenylpyrido[4,3-d]pyrimidine-2,4(1H,3H)-dione hydrochloride